ClC=1C(=NC(=NC1)N1CC2N(C(C1)C2)C(=O)OC(C)(C)C)NC=2C=NC=1N(C(C(=CC1C2)OCC(=O)NC)=O)C(C)C tert-butyl 3-(5-chloro-4-((8-isopropyl-6-(2-(methylamino)-2-oxoethoxy)-7-oxo-7,8-dihydro-1,8-naphthyridin-3-yl)amino)pyrimidin-2-yl)-3,6-diazabicyclo[3.1.1]heptane-6-carboxylate